COC(=O)[C@@H]1CC[C@H](CC1)CN1CC2=C(CC1)N(C(=N2)C(=O)O)C 5-(((trans)-4-(methoxycarbonyl)cyclohexyl)methyl)-1-methyl-4,5,6,7-tetrahydro-1H-imidazo[4,5-c]pyridine-2-carboxylic acid